FC=1C(=NC=CC1)C1(CCC1)CNC1=NC=C(C=N1)C(=O)NC=1SC=NN1 [2-({[(3-fluoro(2-pyridyl))cyclobutyl]methyl}amino)pyrimidin-5-yl]-N-(1,3,4-thiadiazol-2-yl)carboxamide